C(#N)C=1N=CC(=NC1)NC1=CC(=C(N=N1)C(NC1CCCC1)=O)NCC1CN(CCO1)C(=O)OC(C)(C)C tert-butyl 2-((6-(5-cyanopyrazin-2-ylamino)-3-(cyclopentylcarbamoyl)pyridazin-4-ylamino)methyl)morpholine-4-carboxylate